P(O)(O)O.P(O)(O)O.C(C)(C)(C1=CC=CC=C1)C1=C(C=CC(=C1)C(C)(C)C1=CC=CC=C1)C(O)(C(CO)(CO)CO)C1=C(C=C(C=C1)C(C)(C)C1=CC=CC=C1)C(C)(C)C1=CC=CC=C1 bis(2,4-dicumylphenyl)pentaerythritol di-phosphite